FC(CC[Si](C)(C)C)(F)C=1C=C(N)C=C(C1)C(F)(F)F 3-(1,1-difluoro-3-(trimethylsilyl)propyl)-5-(trifluoromethyl)aniline